CC(C(=O)O)CCC(C)(C)C 2,5,5-trimethyl-hexanoic acid